Cl.C(C1=CC=CC=C1)OC(NCCCCC(C(C(=O)N)O)N)=O (5,7-diamino-6-hydroxy-7-oxoheptyl)carbamic acid benzyl ester hydrochloride